C(=O)(OC(C)(C)C)NC(C)S (Boc-amino)ethanethiol